(1-cyclohexyl-1H-pyrazol-5-yl)methanamine C1(CCCCC1)N1N=CC=C1CN